OC1=C(C=CC(=C1)C(F)(F)F)C(=O)C1=NC=CC=C1 (2-Hydroxy-4-(trifluoromethyl)phenyl)(pyridin-2-yl)methanone